FC=1C=C2CCCC(C2=C(C1)F)N1C=C(C=2[C@@H](C(CCC12)(F)F)O)S(=O)(=O)C(F)F (4S)-1-(6,8-Difluoro-1,2,3,4-tetrahydronaphthalene-1-yl)-3-((difluoromethyl)sulfonyl)-5,5-Difluoro-4,5,6,7-tetrahydro-1H-indol-4-ol